ClC1=CC=C(C=C1)C1(OC1)C(C)C1CC1 2-(4-chlorophenyl)-2-(1-cyclopropyl-ethyl)oxirane